FC(OC1=CC=C(C=C1)C=1C2=C(N=C(N1)CC(C(=O)N)=C)CCC2)(F)F [4-[4-(trifluoromethoxy)phenyl]-6,7-dihydro-5H-cyclopenta[d]pyrimidin-2-yl-methyl]prop-2-enamide